ammonium behenyl-trimethyl-ammonium methyl-sulfate dimethyl-2,2-dimethylglutarate COC(C(CCC(=O)OC)(C)C)=O.COS(=O)(=O)[O-].C(CCCCCCCCCCCCCCCCCCCCC)[N+](C)(C)C.[NH4+].COS(=O)(=O)[O-]